COC=1C=C(C=CC1CN1C(N(CCC1)C1=CC(=C(C=C1)OC)OCCCCC)=O)C1CNC(O1)=O 5-(3-methoxy-4-((3-(4-methoxy-3-(pentyloxy)phenyl)-2-oxotetrahydropyrimidin-1(2H)-yl)methyl)phenyl)oxazolidin-2-one